FC=1C=C(C=CC1OC1=CC=NC2=CC(=C(N=C12)OC)C(C)C)NC(=O)C=1C=NC(=C(C1O)C1=C(C=C(C=C1)F)C)C N-[3-fluoro-4-[(6-methoxy-7-propan-2-yl-1,5-naphthyridin-4-yl)oxy]phenyl]-5-(4-fluoro-2-methylphenyl)-4-hydroxy-6-methylpyridine-3-carboxamide